COCC1=CN=CC=2N=C(N=C(C21)N2CCC1(CCN(C1)C(=O)OC(C)(C)C)CC2)C2=CC=NC=C2 tert-Butyl 8-(5-(methoxymethyl)-2-(pyridin-4-yl)pyrido[3,4-d]pyrimidin-4-yl)-2,8-diazaspiro[4.5]decane-2-carboxylate